BrC1=CC=C(O[P@@](=O)(OC[C@H]2O[C@H](C=C2)N2C(NC(C(=C2)C(F)(F)F)=O)=O)N[C@@H](C)C(=O)OC)C=C1 |o1:6| methyl ((S or R)-(4-bromophenoxy) (((2S,5R)-5-(2,4-dioxo-5-(trifluoromethyl)-3,4-dihydropyrimidin-1(2H)-yl)-2,5-dihydrofuran-2-yl) methoxy) phosphoryl)-L-alaninate